BrC=1C=C(C=C(C1)Br)NC(NC1=C(C(=O)NCCO)C=CC(=C1)OC(F)(F)F)=O 2-[3-(3,5-dibromophenyl)ureido]-4-trifluoromethoxy-N-(2-hydroxy-ethyl)benzamide